4-(iodomethyl)tetrahydro-2H-pyran ICC1CCOCC1